tert-Butyl (1-bromo-5-chloronaphthalen-2-yl)carbamate BrC1=C(C=CC2=C(C=CC=C12)Cl)NC(OC(C)(C)C)=O